4-bromo-1-(3-chloro-4-methylphenyl)pyrazole BrC=1C=NN(C1)C1=CC(=C(C=C1)C)Cl